CC1=CC=C(C=C1)C=1C2=CC=C(N2)C(=C2C=CC(C(=C3C=CC(=C(C=4C=CC1N4)C4=CC=C(C=C4)C)N3)C3=CC=C(C=C3)C)=N2)C2=CC=C(C=C2)C 5,10,15,20-tetra-(4-methylphenyl)porphyrin